N-[2-(6-chloro-2-pyridyl)-2-(1-methylpyrazol-4-yl)propyl]-3-(2,4-difluorophenyl)-1,2,4-oxadiazole-5-carboxamide ClC1=CC=CC(=N1)C(CNC(=O)C1=NC(=NO1)C1=C(C=C(C=C1)F)F)(C)C=1C=NN(C1)C